4-((4-bromo-2-fluorophenoxy)methyl)piperidine-1-carboxylic acid tert-butyl ester C(C)(C)(C)OC(=O)N1CCC(CC1)COC1=C(C=C(C=C1)Br)F